7-bromo-3,3-dibutyl-8-methoxy-5-phenyl-2,3,4,5-tetrahydrobenzo[f][1,2,5]thiadiazepine 1,1-dioxide BrC=1C(=CC2=C(N(CC(NS2(=O)=O)(CCCC)CCCC)C2=CC=CC=C2)C1)OC